ClC1=CC(=CC(=N1)N1CCN(CC1)S(=O)(=O)C1=C(C=C(C=C1)NC(=O)C=1C=C(C=CC1)CNCCCNC(OC(C)(C)C)=O)OC)C(F)(F)F Tert-butyl N-[3-[[3-[[4-[4-[6-chloro-4-(trifluoromethyl)-2-pyridyl]piperazin-1-yl]sulfonyl-3-methoxy-phenyl]carbamoyl]phenyl]methylamino]propyl]carbamate